FC(C(=O)[O-])(F)F.O=C(NCCOCCOCCOCCOCCOCCOCCOCCOCCOCCOCCOCC[NH3+])CCCC(NCC1=CC=C(C=C1)C=1N=NC=NN1)=O 37,41-dioxo-41-((4-(1,2,4,5-Tetrazin-3-yl)benzyl)amino)-3,6,9,12,15,18,21,24,27,30,33-undecaoxa-36-azahentetracontan-1-aminium trifluoroacetate